P(O)(O)O.C(C)(C)(C)C=1C=C(C2=CC=CC=C2C1)C1=CC(=CC2=CC=CC=C12)C(C)(C)C.C(C)(C)(C)C=1C=C(C2=CC=CC=C2C1)C1=CC(=CC2=CC=CC=C12)C(C)(C)C.C(C)(C)(C)C=1C=C(C2=CC=CC=C2C1)C1=CC(=CC2=CC=CC=C12)C(C)(C)C tris(3,3'-di-tert-butyl-binaphthyl) phosphite